3-bromo-9-(tert-butyldimethylsilyl)-9H-carbazole BrC=1C=CC=2N(C3=CC=CC=C3C2C1)[Si](C)(C)C(C)(C)C